(S)-2-(3-(1-acetyl-4-acryloylpiperazin-2-yl)-5-chlorophenyl)-N-methylisonicotinamide C(C)(=O)N1[C@H](CN(CC1)C(C=C)=O)C=1C=C(C=C(C1)Cl)C=1C=C(C(=O)NC)C=CN1